(3R)-7-[5-(3-acetyl-3-azabicyclo[3.1.0]hexan-1-yl)-1,3,4-oxadiazol-2-yl]-3-amino-5-[(4-chlorophenyl)methyl]-8-fluoro-1,1-dioxo-2,3-dihydro-1lambda6,5-benzothiazepin-4-one C(C)(=O)N1CC2(CC2C1)C1=NN=C(O1)C=1C(=CC2=C(N(C([C@H](CS2(=O)=O)N)=O)CC2=CC=C(C=C2)Cl)C1)F